CON(C(=O)[C@H]1[C@@H](C1)C1=CC=C(C=C1)S(N)(=O)=O)C (1R,2R)-N-methoxy-N-methyl-2-(4-sulfamoylphenyl)cyclopropanecarboxamide